CC(C)(OC1=NC(=NC(=C1C(F)(F)F)OC)C1=NC=C(C=C1)C)C 4-(1,1-dimethylethoxy)-6-methoxy-2-(5-methyl-2-pyridyl)-5-trifluoromethylpyrimidine